COC1=C2CC(CN(C2=CC=C1)C1=CC=C(C=C1)C(F)(F)F)CNC(OC(C)(C)C)=O tert-butyl ((5-methoxy-1-(4-(trifluoromethyl)phenyl)-1,2,3,4-tetrahydroquinolin-3-yl)methyl)carbamate